3-((2-chloroquinolin-6-yl)oxy)-2-hydroxypropanenitrile ClC1=NC2=CC=C(C=C2C=C1)OCC(C#N)O